CN1N=CC(=C1)OC=1C(=C(C=CC1)S)Cl (1-methylpyrazol-4-oxy)-2-chloro-thiophenol